2-(3-phenyl-propyl)cyclopropane-1-carboxamide C1(=CC=CC=C1)CCCC1C(C1)C(=O)N